C1(=CCCCCC1)C1=NN2C(N(C(=C(C2=O)C2CCN(CC2)C(=O)C2=NC=NC=C2C)CC)CC(=O)NC2=CC=C(C=C2)S(F)(F)(F)(F)F)=N1 2-(2-(cyclohept-1-en-1-yl)-5-ethyl-6-(1-(5-methylpyrimidine-4-carbonyl)piperidin-4-yl)-7-oxo-[1,2,4]triazolo[1,5-a]pyrimidin-4(7H)-yl)-N-(4-(pentafluoro-λ6-sulfanyl)phenyl)acetamide